BrC=1C=CC=2N(C1)N=CN2 6-bromo-[1,2,4]-triazolo[1,5-a]-pyridine